cobalt-zinc-barium [Ba].[Zn].[Co]